FC1=C(C(=O)NC2=NC(=CC=C2)C(=O)C2CCN(CC2)C)C(=CC(=C1)F)F 2,4,6-trifluoro-N-[6-(1-methylpiperidine-4-carbonyl)-2-pyridyl]benzamide